C[C@@H]1CN(CCN1)C1=CC=C(C=C1)[C@H](C)NC(CCC1=NC=2C(=NC=CC2)N1CC1=CC=C(C=C1)OC(F)(F)F)=O N-{(S)-1-[4-((R)-3-Methyl-piperazin-1-yl)-phenyl]-ethyl}-3-[3-(4-trifluoromethoxy-benzyl)-3H-imidazo[4,5-b]pyridin-2-yl]-propionamide